FC=1C=CC(=NC1)CNC1CCC(CC1)CS(=O)(=O)N1[C@H]2CC(C[C@@H]1CC2)NC(=O)C2=NOC(=C2)C2COC2 N-((1R,3R,5S)-8-((((1r,4R)-4-(((5-fluoropyridin-2-yl)methyl)amino)cyclohexyl)methyl)sulfonyl)-8-azabicyclo[3.2.1]octan-3-yl)-5-(oxetan-3-yl)isoxazole-3-carboxamide